C(\C=C\C(=O)[O-])(=O)[O-].[Na+].C(\C=C\C(=O)O)(=O)O.[Na+] fumaric acid Sodium fumarate